lithium 5-cyano-6-oxo-1,6-dihydropyridine-3-carboxylate C(#N)C1=CC(=CNC1=O)C(=O)[O-].[Li+]